methoxy-5-({6-[(1R,2S)-5'-methoxy-2'-oxo-1',2'-dihydrospiro[cyclopropane-1,3'-indol]-2-yl]-1H-indazol-3-yl}amino)-N-methyl-N-(propan-2-yl)pyridine-2-carboxamide COC=1C(=NC=C(C1)NC1=NNC2=CC(=CC=C12)[C@@H]1C[C@@]12C(NC1=CC=C(C=C21)OC)=O)C(=O)N(C(C)C)C